(S)-2-(4-(4-chlorophenyl)-2,3,9-trimethyl-6H-thieno[3,2-f][1,2,4]triazolo[4,3-a][1,4]diazepin-6-yl)ethyl 11-((3-(3-aminoprop-1-yn-1-yl)phenyl)amino)-11-oxoundecanoate hydrochloride Cl.NCC#CC=1C=C(C=CC1)NC(CCCCCCCCCC(=O)OCC[C@H]1C=2N(C3=C(C(=N1)C1=CC=C(C=C1)Cl)C(=C(S3)C)C)C(=NN2)C)=O